BrC=1C(=C(C=CC1)NC(=O)C=1SC=2CN(CCC2N1)C)Cl N-(3-bromo-2-chlorophenyl)-5-methyl-4,5,6,7-tetrahydrothiazolo[5,4-c]Pyridine-2-carboxamide